4-((1-(4-(2-(2-Aminopyridin-3-yl)-5-(difluoromethoxy)-3H-imidazo[4,5-b]pyridin-3-yl)benzyl)piperidin-4-yl)amino)pyrimidine-2-carbonitrile NC1=NC=CC=C1C1=NC=2C(=NC(=CC2)OC(F)F)N1C1=CC=C(CN2CCC(CC2)NC2=NC(=NC=C2)C#N)C=C1